N-((5-(2-chloro-6-fluorophenyl)pyridin-2-yl)methyl)-5,6,7,8-tetrahydroquinolin-8-amine ClC1=C(C(=CC=C1)F)C=1C=CC(=NC1)CNC1CCCC=2C=CC=NC12